FC1=C(C(=CC(=C1)CN[C@@H]1CN(CCC1)S(=O)(=O)C1=CC(=CC=C1)F)O)N1CC(NS1(=O)=O)=O 5-[2-fluoro-4-[[[(3S)-1-(3-fluorophenyl)sulfonyl-3-piperidyl]amino]methyl]-6-hydroxyphenyl]-1,1-dioxo-1,2,5-thiadiazolidin-3-one